C12C(CC(CC1)C2)CC(=O)N 2-norbornan-2-yl-acetamide